ethyl 2-cyano-2-(hydroxyimino)acetate C(#N)C(C(=O)OCC)=NO